(S)-1,5-dichloro-2-pentanol ClC[C@H](CCCCl)O